N-(2-methylpentan-2-yl)cyclohexane-1,2-diamine CC(C)(CCC)NC1C(CCCC1)N